(3,4,5-trifluorobenzyl)-1H-pyrazole-4-carboxylic acid FC=1C=C(CN2N=CC(=C2)C(=O)O)C=C(C1F)F